BrCCCCCCCCC=COC(CCOCOCOCCC(CCCCC)OC=CCCCCCCCCBr)CCCCC 10-bromo-3-decenyloxyoctyloxymethyl ether